trans-tert-butyl N-[4-[[6-bromo-3-[(Z)-N'-[4-[tert-butyl(dimethyl)silyl]oxy-2-ethyl-phenyl]carbamimidoyl]pyrrolo[1,2-b]pyridazin-4-yl]amino]cyclohexyl]carbamate BrC=1C=C2N(N=CC(=C2N[C@@H]2CC[C@H](CC2)NC(OC(C)(C)C)=O)/C(/N)=N/C2=C(C=C(C=C2)O[Si](C)(C)C(C)(C)C)CC)C1